C(C)C1=CC(=CC=C1)OC1=CC=CC=C1 1-ethyl-3-phenoxybenzene